BrC1=C(C=C(C=C1)NC(=O)[C@@H](CC(C)C)NC(OC(C)(C)C)=O)C tert-Butyl N-[(1R)-1-[(4-bromo-3-methyl-phenyl)carbamoyl]-3-methyl-butyl]carbamate